BrC1=NC=CC(=C1F)Cl 2-bromo-3-fluoro-4-chloropyridine